FC1=CC=C(C=C1)C1(CC1)N1C[C@@H](N(C[C@H]1C)C(=O)OC(C)(C)C)C tert-butyl (2S,5R)-4-(1-(4-fluorophenyl)cyclopropyl)-2,5-dimethylpiperazine-1-carboxylate